ClCC(C(CCCCN)NS(=O)(=O)C1=CC=C(C)C=C1)=O 1-chloro-3-p-toluenesulfonylamino-7-amino-2-heptanone